2-({6-amino-1-oxo-4-[3-(pyridin-3-yl)-1H-indazol-5-yl]-2,3-dihydro-1H-isoindol-2-yl}methyl)prop-2-enamide NC1=CC(=C2CN(C(C2=C1)=O)CC(C(=O)N)=C)C=1C=C2C(=NNC2=CC1)C=1C=NC=CC1